3-Bromo-1-propyl-1H-pyrazolo[3,4-d]pyrimidin-4-ylamine BrC1=NN(C2=NC=NC(=C21)N)CCC